C(C)(C)(C)OC(=O)NC1(CCN(CC1)C1=C(C=C(C=C1)[N+](=O)[O-])F)CC(=O)OC(C)(C)C tert-Butyl 2-(4-((tert-butoxycarbonyl)amino)-1-(2-fluoro-4-nitrophenyl)piperidin-4-yl)acetate